N-(4-(5-(difluoromethyl)-1,3,4-oxadiazol-2-yl)benzyl)-N-phenyl-3-((3R,5S)-3,4,5-trimethylpiperazin-1-yl)propane-1-sulfonamide FC(C1=NN=C(O1)C1=CC=C(CN(S(=O)(=O)CCCN2C[C@H](N([C@H](C2)C)C)C)C2=CC=CC=C2)C=C1)F